ClC1=C(C=C(C=C1)NC(NC1=CC=C(OC2=CC=C(C(=O)O)C=C2)C=C1)=O)C(F)(F)F 4-(4-(3-(4-Chloro-3-(trifluoromethyl)phenyl)ureido)phenoxy)benzoic acid